N1CC(C1)NC(=O)NC1=CC(=CC=C1)NC1=NC=CC(=N1)NC1=NC(=NC=C1)C1=NC(=CC=C1)C 1-(azetidin-3-yl)-3-[3-[[4-[[2-(6-methyl-2-pyridyl)pyrimidin-4-yl]amino]pyrimidin-2-yl]amino]phenyl]urea